C1(CCC1)CN[C@H]1CN(CCC1)C1=CC(N(C=C1)C(C)N1N=NC(=C1)C=1C=NC=C(C1)N1C(CCC1)C)=O 4-((R)-3-((cyclobutylmethyl)amino)piperidin-1-yl)-1-(1-(4-(5-(2-methylpyrrolidin-1-yl)pyridin-3-yl)-1H-1,2,3-triazol-1-yl)ethyl)pyridin-2(1H)-one